C1(CCCC1)CNC1=NC(=NC=C1C(=O)N)NC=1C=NN(C1)C 4-((cyclopentylmethyl)amino)-2-((1-methyl-1H-pyrazol-4-yl)amino)pyrimidin-5-carboxamide